CC1=CC(=CC(=N1)C1OCCN(C1)C(=O)C=1C=CC=C2C=CC=NC12)NC1=NC(=CC=C1)C (2-(6-methyl-4-((6-methylpyridin-2-yl)amino)pyridin-2-yl)morpholino)(quinolin-8-yl)methanone